NC1=CC=CC(=N1)S(=O)(=O)NC(=O)C=1C(=NC(=C(C1)C=C)C(C)(C)C)N1C(C[C@@H](C1)C)(C)C N-[(6-Amino-2-pyridyl)sulfonyl]-6-tert-butyl-2-[(4S)-2,2,4-trimethylpyrrolidin-1-yl]-5-vinylpyridin-3-carboxamid